(S)-α-cyano-3-phenoxybenzyl (R)-2-(2-chloro-4-trifluoromethylphenylamino)-3-methylbutanoate ClC1=C(C=CC(=C1)C(F)(F)F)N[C@@H](C(=O)O[C@@H](C1=CC(=CC=C1)OC1=CC=CC=C1)C#N)C(C)C